5-(4-(4-((1-(6-(1-(4-cyano-3-(trifluoromethyl)phenyl)piperidine-4-carboxamido)pyridin-3-yl)piperidin-4-yl)methyl)piperazin-1-yl)piperidin-1-yl)picolinic acid C(#N)C1=C(C=C(C=C1)N1CCC(CC1)C(=O)NC1=CC=C(C=N1)N1CCC(CC1)CN1CCN(CC1)C1CCN(CC1)C=1C=CC(=NC1)C(=O)O)C(F)(F)F